7-bromo-2-(4-chloro-2-fluorophenyl)isoindolin-1-one BrC=1C=CC=C2CN(C(C12)=O)C1=C(C=C(C=C1)Cl)F